BrC=1C=C(C=CC1)CCO 2-(3-bromophenyl)ethan-1-ol